12-tetradecen-1-yl acetate C(C)(=O)OCCCCCCCCCCCC=CC